1-[2-fluoro-4-(trifluoromethyl)phenyl]cyclopropane-1-carbonyl chloride FC1=C(C=CC(=C1)C(F)(F)F)C1(CC1)C(=O)Cl